lactoyl-phenethylamine C(C(O)C)(=O)NCCC1=CC=CC=C1